cyclohexaneOne C1(CCCCC1)=O